(dimethylformamide) lead monohydrate O.[Pb].CN(C=O)C